1,2-epoxy-1,2-bis(3,4-epoxycyclohexan-1-yl)ethane methyl-5-chloro-2-methoxy-3-(morpholinomethyl)benzoate COC(C1=C(C(=CC(=C1)Cl)CN1CCOCC1)OC)=O.C1(CC2C(CC1)O2)C2C(O2)C2CC1C(CC2)O1